(R)-methyl 6-((1-ethyl-1H-pyrazol-4-yl)sulfonyl)-1-(4-fluoro-phenyl)-4,4a,5,6,7,8-hexahydro-1H-pyrazolo[3,4-g]isoquinoline-4a-carboxylate C(C)N1N=CC(=C1)S(=O)(=O)N1C[C@]2(CC3=C(C=C2CC1)N(N=C3)C3=CC=C(C=C3)F)C(=O)OC